N-(4-fluoro-3-methylphenyl)-5-(2-((5-hydroxytetrahydro-2H-pyran-3-yl)amino)-2-oxoacetyl)-1,2,4-trimethyl-1H-pyrrole-3-carboxamide FC1=C(C=C(C=C1)NC(=O)C1=C(N(C(=C1C)C(C(=O)NC1COCC(C1)O)=O)C)C)C